tri(trimethyl-silane) phosphate P(=O)(O)(O)O.C[SiH](C)C.C[SiH](C)C.C[SiH](C)C